ClC1=C2N=C(C=NC2=CC=C1OC=1C=CC2=C(N(C(=N2)C)COCC[Si](C)(C)C)C1)C=1C=NN(C1)CCN1CC(CC1)OC 2-[[6-[5-Chloro-3-[1-[2-(3-methoxypyrrolidin-1-yl)ethyl]pyrazol-4-yl]quinoxalin-6-yl]oxy-2-methyl-benzimidazol-1-yl]methoxy]ethyl-trimethyl-silane